P(=S)(SCC(CCCC)CC)(OCC(CCCC)CC)[O-].[K+] potassium di(2-ethylhexyl) dithiophosphate